C(C)(C)(C)OC(=O)N1C[C@H](CC1)C(NC1=NN(C2=CC=C(C=C12)C1=C(C=CC=C1Cl)Cl)C(C1=CC=CC=C1)(C1=CC=CC=C1)C1=CC=CC=C1)=O (3S)-3-{[5-(2,6-dichlorophenyl)-1-trityl-1H-indazol-3-yl]carbamoyl}pyrrolidine-1-carboxylic acid tert-butyl ester